IC1=NC=NN1C 5-iodo-1-methyl-1,2,4-triazole